3,4-dihydro-1H-isoquinoline-3-carboxamide C1NC(CC2=CC=CC=C12)C(=O)N